C1(CC1)NC(=O)C1=C(C=C(C=C1OC)C1=CN=C2N1C=CC(=C2)C2N(CCC2)C(=O)OC(C)(C)C)OC(F)F tert-butyl 2-[3-[4-(cyclopropylcarbamoyl)-3-(difluoromethoxy)-5-methoxy-phenyl]imidazo[1,2-a]pyridin-7-yl]pyrrolidine-1-carboxylate